BrC1=C(C=C(OCC2OCCC2)C=C1C)C 2-(4-bromo-3,5-dimethyl-phenoxymethyl)-tetrahydrofuran